C1(CCCCC1)NCCC[SiH](OC)OC cyclohexylaminopropyl-dimethoxysilane